N1CCC(CC1)C1=CC=CC(=N1)OCC1=NC2=CC=CC=C2C=C1 (((6-(piperidin-4-yl)pyridin-2-yl)oxy)methyl)quinoline